ClC=1C=NN(C1)CC=1N(C=2C(=C3CC[C@@H](N(C3=CC2)C(=O)OC)C)N1)C1CCCCC1 (1R,3R)-3-((S)-2-((4-Chloro-1H-pyrazol-1-yl)methyl)-6-(methoxycarbonyl)-7-methyl-6,7,8,9-tetrahydro-3H-imidazo[4,5-f]chinolin-3-yl)cyclohexan